C(C1=CC=CC=C1)OC(=O)NC(CC1=CC(=C(C(=O)OC)C=C1OC)OC)CC methyl 4-(2-(((benzyloxy) carbonyl) amino) butyl)-2,5-dimethoxybenzoate